O(C1=CC=CC=C1)C1=NC2=C(N=C(C(=C2C=C1)O)C(=O)OCC)Br ethyl 2-phenoxy-5-hydroxy-8-bromo-1,7-naphthyridine-6-carboxylate